[Na].O=C[C@@H](O)[C@@H](O)[C@H](O)[C@H](O)C(=O)O D-mannuronic acid sodium